CN(C([O-])=O)C N,N-dimethylcarbamat